C(C1=CC(=CC=C1O)C)C1=CC(=CC=C1O)C methylenebis(p-cresol)